Tert-butyl (S)-(3-(5-chloro-2-cyclopropoxypyridin-3-yl)-1-(hex-5-en-1-yl(methyl)amino)-1-oxopropan-2-yl)(methyl)carbamate ClC=1C=C(C(=NC1)OC1CC1)C[C@@H](C(=O)N(C)CCCCC=C)N(C(OC(C)(C)C)=O)C